(R)-4-propylpyrrolidine-2-one C(CC)[C@@H]1CC(NC1)=O